(3-(5-methoxybenzo[d]thiazol-2-yl)pyridin-4-yl)carbamic acid tert-butyl ester C(C)(C)(C)OC(NC1=C(C=NC=C1)C=1SC2=C(N1)C=C(C=C2)OC)=O